1,2-epoxypropanol C1(C(C)O1)O